(E)-ethyl 4-(3-bromo-4-(cinnamoyloxy)-5-methoxyphenyl)-6-methyl-2-oxo-1,2,3,4-tetrahydropyrimidine-5-carboxylate BrC=1C=C(C=C(C1OC(\C=C\C1=CC=CC=C1)=O)OC)C1NC(NC(=C1C(=O)OCC)C)=O